BrC=1C=C(C(=NC1)NN)Cl 5-bromo-3-chloro-2-hydrazineylpyridine